N-acetyl-fucosyl-amine C(C)(=O)NC1[C@@H](O)[C@H](O)[C@H](O)[C@@H](O1)C